OC1(C(N(C2=CC=CC=C12)C1=NC=CC(=C1)CC1=NNC(C2=CC=CC=C12)=O)=O)C (-)-4-((2-(3-Hydroxy-3-methyl-2-oxoindolin-1-yl)pyridin-4-yl)methyl)phthalazin-1(2H)-on